1-Methyl-2-nitro-5-(3-nitro-phenoxymethyl)-1H-imidazole CN1C(=NC=C1COC1=CC(=CC=C1)[N+](=O)[O-])[N+](=O)[O-]